tert-butyl 4-(2-cyano-4-(methoxycarbonyl)benzyl)-1H-pyrazole-1-carboxylate C(#N)C1=C(CC=2C=NN(C2)C(=O)OC(C)(C)C)C=CC(=C1)C(=O)OC